SCC(=O)OCCCCCC(C)C Isooctyl Mercaptoacetate